FC(C(F)(F)F)(OC1=CC=C(C=C1)C(=O)N1CCC(CC1)C1=C2C(=NC=C1)NC(=N2)C2CCOCC2)F [4-(1,1,2,2,2-pentafluoroethoxy)phenyl]-[4-(2-tetrahydropyran-4-yl-3H-imidazo[4,5-b]pyridin-7-yl)-1-piperidyl]methanone